6-(4-chlorophenyl)-N-[(1S)-1-cyano-2-hydroxyethyl]-2-(3-fluorophenyl)-3-oxo-2,3-dihydropyridazine-4-carboxamide ClC1=CC=C(C=C1)C=1C=C(C(N(N1)C1=CC(=CC=C1)F)=O)C(=O)N[C@H](CO)C#N